NC1=C2C(=NC=N1)N(N=C2C2=CC=C(C=C2)OC2=CC=CC=C2)C2CCN(CC2)CC=2C=C(C(=NC2)F)NC2C(NC(CC2)=O)=O 3-((5-((4-(4-amino-3-(4-phenoxyphenyl)-1H-pyrazolo[3,4-d]pyrimidin-1-yl)piperidin-1-yl)methyl)-2-fluoropyridin-3-yl)amino)piperidine-2,6-dione